tert-Butyl 5-[(4-methoxycarbonyltriazol-1-yl)methyl]isoindoline-2-carboxylate COC(=O)C=1N=NN(C1)CC=1C=C2CN(CC2=CC1)C(=O)OC(C)(C)C